FC(CCC)S(=O)(=O)O.ClC1=CC=C(OC=2C=C3CC(COC3=CC2)NC(C=C)=O)C=C1 N-{6-(4-chlorophenoxy)chroman-3-yl}acrylamide fluoro-1-butanesulfonate